NC1=C(C(=C(C(N1C(C)C)=O)C#N)C)C=O 6-AMINO-5-FORMYL-1-ISOPROPYL-4-METHYL-2-OXO-1,2-DIHYDRO-PYRIDINE-3-CARBONITRILE